(E)-3,7-dimethyl-2,6-octanedioaldehyde CC(C(C)=O)CCC(C(C)C)=O